tert-butyl (1R,3s,5S)-3-[[(3-chlorophenyl)methyl]carbamoyl]-8-azabicyclo[3.2.1]octane-8-carboxylate ClC=1C=C(C=CC1)CNC(=O)C1C[C@H]2CC[C@@H](C1)N2C(=O)OC(C)(C)C